CC1=NN=C2N1C(=C(C=C2)C[C@@H]2CC[C@H](CC2)C(=O)OC)C methyl trans-4-[(3,5-dimethyl-[1,2,4]triazolo[4,3-a]pyridin-6-yl)methyl]cyclohexanecarboxylate